4,6-difluoro-5-iodo-2-(methylsulfonyl)-1-((2-(trimethylsilyl)ethoxy)methyl)-1H-benzo[d]imidazole FC1=C(C(=CC=2N(C(=NC21)S(=O)(=O)C)COCC[Si](C)(C)C)F)I